FC1=C(C(=O)N([C@H]2CNCCC2)C2=NC=CC3=C2C(=CS3)C)C=CC(=C1)N1N=NC(=C1)C (R)-2-fluoro-4-(4-methyl-1H-1,2,3-triazol-1-yl)-N-(3-methylthieno[3,2-c]pyridin-4-yl)-N-(piperidin-3-yl)benzamide